C[C@@H](CC(=O)NC1=CC=CC=C1)CCC(CCCC(C)C)C (3R)-3,6,10-trimethyl-N-phenylundecanamide